Cl.C12(CC(C1)C2)N bicyclo[1.1.1]pent-1-ylamine hydrogen chloride